guanidine tetranitropropane salt [N+](=O)([O-])C(C([N+](=O)[O-])([N+](=O)[O-])[N+](=O)[O-])C.NC(=N)N